3-bromo-8-ethyl-2-(4-nitrophenyl)imidazo[1,2-c]pyrimidin-5-amine BrC1=C(N=C2N1C(=NC=C2CC)N)C2=CC=C(C=C2)[N+](=O)[O-]